C(C=C)OC[C@H](C(=O)NCCCOC1=C(C=C(C(=O)OC)C=C1C)C)C R-methyl 4-(3-(3-(allyloxy)-2-methylpropanamido)propoxy)-3,5-dimethylbenzoate